ClC1=C(C=CC=C1)NC(=O)NC1CN(C(C1)=O)C1CCCC1 1-(2-chlorophenyl)-3-(1-cyclopentyl-5-oxopyrrolidin-3-yl)urea